hydroxy-4-((2-methoxyethyl)amino)-1,2,5-oxadiazole OC1=NON=C1NCCOC